[4-(2,3-epithiopropoxy)cyclohexyl][4-(2,3-epoxypropoxy)cyclohexyl]methane C(C1CS1)OC1CCC(CC1)CC1CCC(CC1)OCC1CO1